8-Amino-5-bromo-7-(7-fluoro-1H-indazol-4-yl)-10H-pyrido[3,2-h]quinazolin-9-one NC1=C(C2=CC(=C3C=NC=NC3=C2NC1=O)Br)C1=C2C=NNC2=C(C=C1)F